FC1=C(C(=NN1C)C(=O)NNC(=O)[C@]1(C(NCC1)=O)C)NC1=CC=C(C=C1)C(F)(F)F (R)-5-fluoro-1-methyl-N'-(3-methyl-2-oxopyrrolidine-3-carbonyl)-4-((4-(trifluoromethyl)phenyl)amino)-1H-pyrazole-3-carbohydrazide